CC(C(=O)O)C.CN(C=O)C dimethylformamide DIMETHYL-ACETATE